C(CCCCCCCCCCCCCCCCC)(=O)NCCCCN(C)CCCNC(CCCCCCCCCCCCCCCCC)=O stearamidopropyl-(stearamidopropyl)dimethylamine